Isopropyl-aminoethanol C(C)(C)C(C)(O)N